Cl.N1CCC(CC1)COC1=NC=CC=C1C(F)(F)F 2-(piperidin-4-ylmethoxy)-3-(trifluoromethyl)pyridine hydrochloride